C(C)C(CC(C)=O)=O 1-ethyl-1,3-butanedione